(6-((1H-pyrrolo[2,3-b]pyridin-1-yl)methyl)-2-azaspiro[3.3]hept-2-yl)((1s,3s)-3-hydroxy-3-methylcyclobutyl)methanone N1(C=CC=2C1=NC=CC2)CC2CC1(CN(C1)C(=O)C1CC(C1)(C)O)C2